(1r,4r)-4-((5-(2,4-dioxotetrahydropyrimidin-1(2h)-yl)pyridin-2-yl)amino)cyclohexane-1-carboxylic acid O=C1N(CCC(N1)=O)C=1C=CC(=NC1)NC1CCC(CC1)C(=O)O